C(C)O/C=C/C=1C(=NN(C1)COCC[Si](C)(C)C)C(=O)OC methyl (E)-4-(2-ethoxyvinyl)-1-((2-(trimethylsilyl) ethoxy) methyl)-1H-pyrazole-3-carboxylate